COC(CCCC1=C(C=C(C=C1)Br)OC)=O 4-(4-bromo-2-methoxyphenyl)butanoic acid methyl ester